C12N(CC(NC1)C2)C=2C(=C1CN(C(C1=CC2F)=O)C2CNCCC2)F 3-(5-(2,5-diazabicyclo[2.2.1]heptane-2-yl)-4,6-difluoro-1-oxoisoindoline-2-yl)piperidine